C1(CC(C2C(CC(C12)C(=O)O)C(=O)O)C(=O)O)C(=O)O octahydropentalene-1,3,4,6-tetracarboxylic acid